N-(5-((1S,3R)-3-((4-cyclopropylisothiazol-3-yl)oxy)cyclopentyl)-1H-pyrazol-3-yl)-2-(3-methylisoxazol-5-yl)acetamide C1(CC1)C=1C(=NSC1)O[C@H]1C[C@H](CC1)C1=CC(=NN1)NC(CC1=CC(=NO1)C)=O